NC1=C(C=C(C=C1)CC(=O)OC)F methyl 2-(4-amino-3-fluorophenyl)acetate